N-((S)-(7-((R*)-Cyclopropyl(4,4,4-trifluorobutanamido)methyl)imidazo[1,2-b]pyridazin-2-yl)(4,4-difluorocyclohexyl)methyl)-1-methyl-1H-pyrazole-5-carboxamide C1(CC1)[C@H](C1=CC=2N(N=C1)C=C(N2)[C@@H](NC(=O)C2=CC=NN2C)C2CCC(CC2)(F)F)NC(CCC(F)(F)F)=O |o1:3|